BrC1=C2CCCNC2=CC=C1F 5-bromo-6-fluoro-1,2,3,4-tetrahydroquinoline